N,N-bis(dimethyl(phenyl)silyl)sulfamoylfluoride C[Si](N(S(=O)(=O)F)[Si](C1=CC=CC=C1)(C)C)(C1=CC=CC=C1)C